N1(CCCCCC1)CCC(C)(C)N1CN(C2=NC=CC=C21)C N-(4-(azepan-1-yl)-2-methylbutan-2-yl)-3-methyl-3H-imidazo[4,5-b]pyridine